C(C)(C)(C)OC(=O)N1C2CC(C1)(C2)C(=O)NC2=C(CCCC2)C(=O)O 2-(2-(tert-butoxycarbonyl)-2-azabicyclo[2.1.1]hexane-4-carboxamido)cyclohex-1-ene-1-carboxylic acid